CC1=CC(=NC=N1)NC1=CC=C2CN(C(C2=C1)=O)C1C(NC(CC1)=O)=O 3-[6-[(6-methylpyrimidin-4-yl)amino]-1-oxo-isoindolin-2-yl]piperidine-2,6-dione